N-[3-(dimethylamino)propyl]methylvinylamide CN(CCC[N-]C=CC)C